C(C)(C)(C)C1=CC=C(C=C1)C(C1=CC=CC=C1)=O 4'-tert-butylbenzophenone